Tri(vinyldimethylsiloxy)phenylsilane C(=C)[Si](O[Si](C1=CC=CC=C1)(O[Si](C=C)(C)C)O[Si](C=C)(C)C)(C)C